N-(4-{4-amino-7-[1-(methylsulfonyl)piperidin-4-yl]pyrrolo[2,1-f][1,2,4]triazin-5-yl}-3-fluorophenyl)-1-(4-fluorophenyl)-2-oxo-1,2-dihydropyridine-3-carboxamide NC1=NC=NN2C1=C(C=C2C2CCN(CC2)S(=O)(=O)C)C2=C(C=C(C=C2)NC(=O)C=2C(N(C=CC2)C2=CC=C(C=C2)F)=O)F